ClC=1C=NN(C(C1Cl)=O)CC(=O)NC1=CC(=C(C=C1)C)S(NC1=NC=CC=C1)(=O)=O 2-(4,5-Dichloro-6-oxopyridazin-1(6H)-yl)-N-(4-methyl-3-(N-(pyridin-2-yl)sulfamoyl)phenyl)acetamide